(2S,4R)-1-[(2S)-3,3-dimethyl-2-[4-[3-(trifluoromethyl)phenyl]triazol-1-yl]butanoyl]-4-hydroxy-N-methyl-pyrrolidine-2-carboxamide CC([C@@H](C(=O)N1[C@@H](C[C@H](C1)O)C(=O)NC)N1N=NC(=C1)C1=CC(=CC=C1)C(F)(F)F)(C)C